CNC(C(C(C)C)(C(C)C)C)=O 2,3-dimethyl-2-(2-propyl)-butyric acid-N-methyl amide